carbon 1-docosanol C(CCCCCCCCCCCCCCCCCCCCC)O.[C]